(S)-3-methyl-6-(7-(2-methyl-6-(trifluoromethyl)pyrimidin-4-yl)-2,7-diazaspiro[4.4]nonan-2-yl)-1-(oxetan-3-yl)-1H-pyrazolo[3,4-b]pyrazine CC1=NN(C2=NC(=CN=C21)N2C[C@@]1(CC2)CN(CC1)C1=NC(=NC(=C1)C(F)(F)F)C)C1COC1